1-(1,2-Dimethoxypropyl)-4-fluoro-2-methoxy-benzene COC(C(C)OC)C1=C(C=C(C=C1)F)OC